Tert-butyl (S)-5-amino-4-(4-((4-((1-(4-cyano-2-fluorophenyl)piperidin-4-yl)thio)benzyl)oxy)-1-oxoisoindolin-2-yl)-5-oxopentanoate NC([C@H](CCC(=O)OC(C)(C)C)N1C(C2=CC=CC(=C2C1)OCC1=CC=C(C=C1)SC1CCN(CC1)C1=C(C=C(C=C1)C#N)F)=O)=O